Ethyl (7-bromo-5-(4-oxo-3,4-dihydrophthalazin-1-yl)-1H-benzimidazol-2-yl)carbamate BrC1=CC(=CC2=C1NC(=N2)NC(OCC)=O)C2=NNC(C1=CC=CC=C21)=O